[As].[N].N ammonia nitrogen arsenic